ClC=1C=C(C(=NC1)OC(F)F)S(=O)(=O)N1CCOC2=C(C1)C=C(C=C2)F 4-[[5-chloro-2-(difluoromethoxy)-3-pyridyl]sulfonyl]-7-fluoro-3,5-dihydro-2H-1,4-benzoxazepine